p-Toluenesulfonic acid (R)-Ethyl-4,4-difluoro-3-(phenylamino)butanoate C(C)OC(C[C@H](C(F)F)NC1=CC=CC=C1)=O.CC1=CC=C(C=C1)S(=O)(=O)O